3-[4-(3-nitrobenzenesulfonyloxy)phenyl]propionic acid [N+](=O)([O-])C=1C=C(C=CC1)S(=O)(=O)OC1=CC=C(C=C1)CCC(=O)O